6-(3-chloro-2-fluoro-phenyl)-1-[(5-fluoro-3-pyridyl)methyl]-3-methyl-imidazo[4,5-b]pyridin-2-one ClC=1C(=C(C=CC1)C=1C=C2C(=NC1)N(C(N2CC=2C=NC=C(C2)F)=O)C)F